FC(C(=O)O)(F)F.C(N)(=N)N1CC2=CC(=CC=C2CC1)NC(C1=CC=C(C(=O)NC2=CC=C3CCN(CC3=C2)C(N)=N)C=C1)=O N,N'-bis-(2-carbamimidoyl-1,2,3,4-tetrahydro-isoquinolin-7-yl)-terephthalamide trifluoroacetate